C1[C@@H]([C@H](O[C@@H]1O)COP(=O)(O)O[C@H]2C[C@H](O[C@@H]2COP(=O)(O)O)O)O The molecule is a 2-deoxyribose bisphosphate that is 2-deoxy-alpha-D-ribofuranose 3,5-bisphosphate in which the phosphate group at position 3 is esterfied by a 2-deoxy-alpha-D-ribofuranos-5-yl group. It has a role as a Mycoplasma genitalium metabolite.